C(O[C@H]1C[C@H](CC1)C1=CC(=NN1COCC[Si](C)(C)C)NC1=CN(C(C=C1)=O)C)(OC1=CC=C(C=C1)[N+](=O)[O-])=O (1R,3S)-3-(3-((1-methyl-6-oxo-1,6-dihydropyridin-3-yl)amino)-1-((2-(trimethylsilyl) ethoxy)methyl)-1H-pyrazol-5-yl)cyclopentyl (4-nitrophenyl) carbonate